N-((1r,3r)-3-hydroxycyclobutyl)-6-methylpyridinecarboxamide OC1CC(C1)NC(=O)C1=NC(=CC=C1)C